C(C(C)C)NC=1N=CC2=C(N1)NC=C2C2=CC1=C(C(NCCO1)=O)C=C2 8-(2-(isobutylamino)-7H-pyrrolo[2,3-d]pyrimidin-5-yl)-3,4-dihydrobenzo[1,4]oxazepin-5(2H)-one